Cl.FC=1NOC=CC1NCC1CN(CC1)C=1N=NC(=CN1)C1=C(C=C(C=C1)C=1C=NNC1)O 2-[3-(3-{[(3-fluorooxazin-4-yl)amino]methyl}pyrrolidin-1-yl)-1,2,4-triazin-6-yl]-5-(1H-pyrazol-4-yl)phenol hydrochloride